CN[C@@H]1C[C@H](CC1)O (trans)-3-(methylamino)cyclopentan-1-ol